C(C)(C)(C)OC(=O)N(C1=CC=C(/C=C/C2=CC=C(C=C2)N(C(OC(C)(C)C)=O)C)C=C1)CC#C tert-Butyl (E)-(4-(4-((tert-Butoxycarbonyl)(prop-2-yn-1-yl)amino)-styryl)phenyl)(methyl)carbamate